8-{[(2R)-2-Aminopropanoyl]oxy}-6-oxo-6H-benzo[c]chromen-3-yl (2S)-2-aminopropanoate dihydrochloride Cl.Cl.N[C@H](C(=O)OC1=CC=C2C3=C(C(OC2=C1)=O)C=C(C=C3)OC([C@@H](C)N)=O)C